(5,5-difluoro-6,7-dihydro-5H-cyclopenta[b]pyridin-3-yl)-amine FC1(CCC2=NC=C(C=C21)N)F